tert-butyl (6'-chloro-5-(methoxymethyl)-[2,3'-bipyridin]-4'-yl)carbamate ClC1=CC(=C(C=N1)C1=NC=C(C=C1)COC)NC(OC(C)(C)C)=O